ClC1=CC=C(C=C1)C=1N=C2N(C=CN=C2)C1NC=1C=C(C(=O)NC(C)C)C=CC1 3-[[2-(4-chlorophenyl)imidazo[1,2-a]pyrazin-3-yl]amino]-N-propan-2-ylbenzamide